N1N=CC2=CC(=CC=C12)C=1C(=NN2C1OCCC2)C=2C=C(C=CC2)C 3-(1H-Indazol-5-yl)-2-(m-tolyl)-6,7-dihydro-5H-pyrazolo[5,1-b][1,3]oxazine